BrC1=C(C(=CC(=C1C)C)C)C 1-bromo-2,3,5,6-tetramethylbenzene